N-fluorenylmethoxycarbonyl-N'-[1-(4,4-dimethyl-2,6-dioxocyclohexylidene)ethyl]-D-lysine C1(=CC=CC=2C3=CC=CC=C3CC12)COC(=O)N[C@H](CCCCNC(C)=C1C(CC(CC1=O)(C)C)=O)C(=O)O